NC1=C(C=C(C(=O)C2=CC(=C3C(=CC=CN23)C2=C(C3=C(N(C(=N3)C)C)C=C2C)Cl)C=O)C=C1F)F 3-(4-amino-3,5-difluorobenzoyl)-8-(4-chloro-1,2,6-trimethyl-1H-benzo[d]imidazol-5-yl)indolizine-1-carbaldehyde